N1,N1-di(4-methoxybenzyl)propane-1,2-diamine COC1=CC=C(CN(CC(C)N)CC2=CC=C(C=C2)OC)C=C1